Dichloromalonate ClC(C(=O)[O-])(C(=O)[O-])Cl